2-bromo-6-(2,2-difluoro-1-methyl-cyclopropyl)pyridine BrC1=NC(=CC=C1)C1(C(C1)(F)F)C